FC(CCC#CC1=CC=C(OC2=C(N=NN2)C(=O)O)C=C1)(F)F 5-(4-(5,5,5-trifluoropent-1-ynyl)phenoxy)-1H-1,2,3-triazole-4-carboxylic acid